CC1=C(C(CCC1)(C)C)/C=C/C(=C/C=C\C(=C\C=O)\C)/C Cis-retinal